1-(4,6-dimethoxypyrimidine-5-yl)ethane-1-one COC1=NC=NC(=C1C(C)=O)OC